1-methyl-N-(2-(2-(trifluoromethyl)phenyl)-1H-pyrrolo[2,3-b]pyridin-6-yl)-1H-pyrazole-5-carboxamide CN1N=CC=C1C(=O)NC1=CC=C2C(=N1)NC(=C2)C2=C(C=CC=C2)C(F)(F)F